N-(1-(2-methoxyethyl)-1H-pyrazol-4-yl)pyrimidin-2-amine COCCN1N=CC(=C1)NC1=NC=CC=N1